tert-butyl (E)-4-((diethoxy phosphoryl)methylene)azepane-1-carboxylate C(C)OP(=O)(OCC)\C=C/1\CCN(CCC1)C(=O)OC(C)(C)C